(R)-5-chloro-3-((S,1E,3E)-3,5-dimethylhepta-1,3-dien-1-yl)-2-(isonicotinamido)-7-methyl-6,8-dioxo-2,6,7,8-tetrahydroisoquinolin-7-yl cinnamate C(C=CC1=CC=CC=C1)(=O)O[C@]1(C(C(=C2C=C(N(C=C2C1=O)NC(C1=CC=NC=C1)=O)\C=C\C(=C\[C@H](CC)C)\C)Cl)=O)C